N-(3-(N-(tert-Butyl)sulfamoyl)phenyl)-2-(6-azaspiro[2.5]octan-6-yl)nicotinamide C(C)(C)(C)NS(=O)(=O)C=1C=C(C=CC1)NC(C1=C(N=CC=C1)N1CCC2(CC2)CC1)=O